COC(C)(C)CC Tertiary Amyl Methyl Ether